C(CC)O 1-propylalcohol